7,8-Dihydroxycoumarin OC1=CC=C2C=CC(OC2=C1O)=O